FC=1C=C(C=C(C1[C@H]1N([C@@H](CC2=C1NC1=CC3=C(C=C21)CC3)C)CC(F)(F)F)F)N[C@@H]3CN(CC3)CCCF (S)-N-(3,5-difluoro-4-((1R,3R)-3-methyl-2-(2,2,2-trifluoroethyl)-2,3,4,6,7,9-hexahydro-1H-cyclobuta[f]pyrido[3,4-b]indol-1-yl)phenyl)-1-(3-fluoropropyl)pyrrolidin-3-amine